2-cyclopropylbenzeneboronic acid C1(CC1)C1=C(C=CC=C1)B(O)O